ClCC1=NC(=NO1)C1[C@H]2CN(C[C@@H]12)C1=CC=CC=C1 5-(chloromethyl)-3-((1R,5S,6R)-3-phenyl-3-aza-bicyclo[3.1.0]hex-6-yl)-1,2,4-oxadiazole